ClC1=C(C(=CC=C1)C=1CCN(CC1)C1CCC1)NC(=O)N1CCC(CC1)(C)C1=NOC(=N1)C1CC1 N-[2-chloro-6-(1-cyclobutyl-1,2,3,6-tetrahydropyridin-4-yl)phenyl]-4-(5-cyclopropyl-1,2,4-oxadiazole-3-yl)-4-methylpiperidine-1-carboxamide